FC=1C(=NC(=NC1)NC=1C=NN(C1)C(C)C)OCC1CCC(CC1)O (1S,4S)-4-(((5-fluoro-2-((1-isopropyl-1H-pyrazol-4-yl)amino)pyrimidin-4-yl)oxy)methyl)cyclohexan-1-ol